FC(C1(N=N1)C1=CC=C(C=C1)C(CCCCCCC)C1=CC=C(C=C1)C1(N=N1)C(F)(F)F)(F)F Bis(4-(3-(trifluoromethyl)-3H-diazirin-3-yl)phenyl)octane